CC(C#CCCC)=O heptyn-2-one